2-(dimethylamino)-1-(4-(2-(8-(hydroxymethyl)imidazo[1,2-a]pyridin-6-yl)-3-isopropyl-1H-indol-5-yl)piperidin-1-yl)ethan-1-one CN(CC(=O)N1CCC(CC1)C=1C=C2C(=C(NC2=CC1)C=1C=C(C=2N(C1)C=CN2)CO)C(C)C)C